(1R,3R)-3-[[1-[2-[(4-methoxyphenyl)methoxy]-4-(trifluoromethyl)phenyl]pyrido[3,4-d]pyridazin-4-yl]amino]cyclopentanol COC1=CC=C(C=C1)COC1=C(C=CC(=C1)C(F)(F)F)C1=C2C(=C(N=N1)N[C@H]1C[C@@H](CC1)O)C=NC=C2